tert-butyl N-[(5S)-5-(9H-fluoren-9-ylmethoxycarbonylamino)-6-(2-hydroxyethylamino)hexyl]-N-methyl-carbamate C1=CC=CC=2C3=CC=CC=C3C(C12)COC(=O)N[C@@H](CCCCN(C(OC(C)(C)C)=O)C)CNCCO